2-(2-(((2R,4S)-1-((2-(dimethylamino)ethoxy)carbonyl)-4-((4-(nonanoyloxy)-3-((nonanoyloxy)methyl)butanoyl)oxy)pyrrolidin-2-yl)methoxy)-2-oxoethyl)propane-1,3-diyl dinonanoate C(CCCCCCCC)(=O)OCC(COC(CCCCCCCC)=O)CC(=O)OC[C@@H]1N(C[C@H](C1)OC(CC(COC(CCCCCCCC)=O)COC(CCCCCCCC)=O)=O)C(=O)OCCN(C)C